FC=1C(=CC=C2C=NNC12)C1(C=CC=C2OC(OC21)C)C2(N(CCCC2)CC2=NC=1C(=NC(=CC1)C(=O)O)N2C[C@H]2OCC2)C 2-(((4-(7-fluoro-1H-indazol-6-yl)-2-methylbenzo[d][1,3]dioxol-4-yl)-2-methylpiperidin-1-yl)methyl)-3-(((S)-oxetan-2-yl)methyl)-3H-imidazo[4,5-b]pyridine-5-carboxylic acid